ClC=1C(=CC2=C(N(C=N2)CC)C1F)C#CC1=NN(C(=C1C(=O)N)NC)[C@@H]1CN([C@H](C1)COC)C(C=C)=O 3-[2-(6-chloro-1-ethyl-7-fluoro-1,3-benzodiazol-5-yl)ethynyl]-1-[(3S,5R)-5-(methoxymethyl)-1-(prop-2-enoyl)pyrrolidin-3-yl]-5-(methylamino)pyrazole-4-carboxamide